COC(C(C)C1=CC(=CC=C1)Br)=O 2-(3-bromophenyl)Propanoic Acid Methyl Ester